OC=1C=CC=C2CCN([C@@H](C12)CN1C(CCC1)=O)C(=O)[C@H]1[C@H](CCCC1)C(=O)OCC1=CC=CC=C1 (1S,2R)-benzyl 2-((S)-8-hydroxy-1-((2-oxopyrrolidin-1-yl)methyl)-1,2,3,4-tetrahydroisoquinoline-2-carbonyl)cyclohexanecarboxylate